C(C)N(C1CCN(CC1)C1=C(C=NC2=CC=C(C=C12)OC(F)(F)F)S(=O)(=O)C1=CC=C(C=C1)CC)CC N,N-diethyl-1-(3-((4-ethylphenyl)sulfonyl)-6-(trifluoromethoxy)quinolin-4-yl)piperidin-4-amine